4-(1H-pyrazol-4-yl)-1,3-benzothiazole N1N=CC(=C1)C1=CC=CC2=C1N=CS2